O=C1NC(CCC1N1C(C2=CC=CC(=C2C1=O)NCC=1C=NN(C1)C1CCN(CC1)C(CC=1N=C(OC1C)C=1C=C(C=CC1)C)=O)=O)=O 2-(2,6-dioxopiperidin-3-yl)-4-(((1-(1-(2-(5-methyl-2-(m-tolyl)oxazol-4-yl)acetyl)piperidin-4-yl)-1H-pyrazol-4-yl)methyl)amino)isoindoline-1,3-dione